3-dimethylamino-2-(cholest-5-ene-3β-oxybut-4-oxy)-1-(cis,cis-9,12-octadecadienyloxy)propane CN(CC(COCCCCCCCC\C=C/C\C=C/CCCCC)OC(CCC)O[C@@H]1CC2=CC[C@H]3[C@@H]4CC[C@H]([C@@H](CCCC(C)C)C)[C@]4(CC[C@@H]3[C@]2(CC1)C)C)C